2-(pyridin-4-yl)-6-[(pyridin-3-yl)methyl]-6,7-dihydro-4H-pyrazolo[1,5-a]pyrrolo[3,4-d]pyrimidine N1=CC=C(C=C1)C1=NN2C(NC=3C(=C2)CN(C3)CC=3C=NC=CC3)=C1